para-cyano-N,N-dimethylaniline C(#N)C1=CC=C(N(C)C)C=C1